tert-butyl (7-fluoro-4-(8-fluoro-2-(((2R,7aS)-2-fluorotetrahydro-1H-pyrrolizin-7a(5H)-yl)methoxy)-4-(piperazin-1-yl)pyrido[4,3-d]pyrimidin-7-yl)benzo[d]thiazol-2-yl)carbamate FC1=CC=C(C=2N=C(SC21)NC(OC(C)(C)C)=O)C2=C(C=1N=C(N=C(C1C=N2)N2CCNCC2)OC[C@]21CCCN1C[C@@H](C2)F)F